hexenoyl acetoacetate C(CC(=O)C)(=O)OC(C=CCCC)=O